CC1=C(OC(C(=O)O)(C)C)C(=CC(=C1)CCN1CCN(CC1)CC1=CC=C(C=C1)SC)C 2-(2,6-Dimethyl-4-(2-(4-(4-(methylthio)benzyl)piperazin-1-yl)ethyl)phenoxy)-2-methylpropanoic acid